ethyl (2s,3r)-3-phenylazacyclopropane-2-carboxylate C1(=CC=CC=C1)[C@@H]1[C@H](N1)C(=O)OCC